phenanthren-3-yl(2-(N-methylisobutyramido)ethyl) carbonate C(OCC(N(C(C(C)C)=O)C)C=1C=CC=2C=CC3=CC=CC=C3C2C1)([O-])=O